C(C)(C)(C)OC(=O)N([C@@H](CC1=CC=C(C=C1)O)C(=O)O)C.C1(CCCCC1)NC1CCCCC1 Dicyclohexylamine N-(tert-butoxycarbonyl)-N-methyl-L-tyrosinate